O1CCOC2=C1C=CC(=C2)[C@H]2N(CC[C@@H]2NS(=O)(=O)C2CC2)CC2=C1C=CN(C1=CC=C2)S(=O)(=O)C |r| N-[rac-(2R,3S)-2-(2,3-Dihydro-[1,4]benzodioxin-6-yl)-1-[(1-methylsulfonyl-1H-indol-4-yl)-methyl]-pyrrolidin-3-yl]-cyclopropanesulfonic acid amide